C(C)(C)C1=C(C=CC=C1)C1=NC=C2NC(N(C2=N1)CC1CCN(CC1)C=1C=NC=CC1)=O 2-(2-isopropylphenyl)-9-((1-(pyridin-3-yl)piperidin-4-yl)methyl)-7,9-dihydro-8H-purin-8-one